1-cyclopropyl-N-{5-[(3-fluorophenyl)methyl]pyridin-2-yl}-6-oxo-1,6-dihydropyridazine-3-carboxamide C1(CC1)N1N=C(C=CC1=O)C(=O)NC1=NC=C(C=C1)CC1=CC(=CC=C1)F